trans-4-hydroxy-N-(5-(1-isopropyl-1H-pyrazol-4-yl)pyridin-3-yl)-N-((4-(4-methoxy-3-methylphenyl)bicyclo[2.2.2]octan-1-yl)methyl)cyclohexanecarboxamide O[C@@H]1CC[C@H](CC1)C(=O)N(CC12CCC(CC1)(CC2)C2=CC(=C(C=C2)OC)C)C=2C=NC=C(C2)C=2C=NN(C2)C(C)C